chloranyl-(tetrachloro-1,4-benzoquinone) ClC1(C(C(=C(C(C1Cl)=O)Cl)Cl)=O)Cl